ClC1=C(C(=CC=C1)Cl)C=1C=C2C(=NN(C2=CC1)C(C1=CC=CC=C1)(C1=CC=CC=C1)C1=CC=CC=C1)NC(=O)C1CNC(CC1)=O N-[5-(2,6-dichlorophenyl)-1-trityl-1H-indazol-3-yl]-6-oxopiperidine-3-carboxamide